(2,4-difluorophenyl-3,5,6-d3)boric acid FC1=C(C(=C(C(=C1[2H])F)[2H])[2H])OB(O)O